5-cyclopentadecene C1CCCC=CCCCCCCCCC1